C(\C=C\CCC#C)(=O)OCC (E)-ethyl hept-2-en-6-ynoate